COC=1C=C2C=CC=[N+](C2=CC1)CCCCS(=O)(=O)O 6-methoxy-N-(4-sulfobutyl)quinolinium